CC(CCO)C=C(CC)C 3,5-dimethylhept-4-en-1-ol